C(CCCCCCCCCCC)SC(=S)SC(C(=O)O)(C)C 2-(dodecylthio-thiocarbonylthio)-2-methylpropanoic acid